FC1(C(NC2=CC=C(C=C12)C(C(=O)N)C1=CC=C(C=C1)C1=CC=2N(C=C1)N=CN2)=O)F (3,3-Difluoro-2-oxo-1H-indol-5-yl)-2-[4-([1,2,4]triazolo[1,5-a]pyridin-7-yl)phenyl]acetamide